ClC=1N(C(C2=CC(=CC(=C2C1)\C(\C)=N\[S@](=O)C(C)(C)C)C)=O)C (R,E)-N-(1-(3-chloro-2,7-dimethyl-1-oxo-1,2-dihydroisoquinolin-5-yl)ethylidene)-2-methylpropane-2-sulfinamide